1-(1,2-dimethyl-1H-indol-3-yl)-3-morpholinopropan-2-ol CN1C(=C(C2=CC=CC=C12)CC(CN1CCOCC1)O)C